3-(6-azaspiro[3.4]octan-2-yl)-6-[2-cyano-3-[[ethyl(methyl)sulfamoyl]amino]-6-fluoro-phenoxy]-4-oxo-quinazoline C1C(CC12CNCC2)N2C=NC1=CC=C(C=C1C2=O)OC2=C(C(=CC=C2F)NS(N(C)CC)(=O)=O)C#N